NC=1C(C=C(C(C1)=O)N)=O 2,5-Diamino-2,5-cyclohexadiene-1,4-dione